1-(9-allyl-9H-carbazol-2-yl)-N4-{4-[(9-allyl-9H-carbazol-2-yl)(9-phenyl-9H-carbazol-2-yl)amino]phenyl}-N1,N4-bis(9-phenyl-9H-carbazol-2-yl)benzene-1,4-diamine C(C=C)N1C2=CC=CC=C2C=2C=CC(=CC12)C1(CC=C(C=C1)N(C1=CC=2N(C3=CC=CC=C3C2C=C1)C1=CC=CC=C1)C1=CC=C(C=C1)N(C1=CC=2N(C3=CC=CC=C3C2C=C1)C1=CC=CC=C1)C1=CC=2N(C3=CC=CC=C3C2C=C1)CC=C)NC1=CC=2N(C3=CC=CC=C3C2C=C1)C1=CC=CC=C1